C(C)(C)(C)OC(=O)N1C[C@@H]([C@H](C1)OS(=O)(=O)C(F)(F)F)F.CNC1=C(C=CC(=C1)OC(F)(F)F)[N+](=O)[O-] |r| methyl-2-nitro-5-(trifluoromethoxy)aniline rac-tert-Butyl-(3S,4S)-3-fluoro-4-[(trifluoromethanesulfonyl)oxy]pyrrolidine-1-carboxylate